tert-butyl (1R,3r,5S)-3-(4-((4-([1,2,4]triazolo[1,5-a]pyridin-7-yloxy)-2-fluoro-5-methylphenyl)amino)pyrido[3,2-d]pyrimidin-6-yl)-8-azabicyclo[3.2.1]octane-8-carboxylate N=1C=NN2C1C=C(C=C2)OC2=CC(=C(C=C2C)NC=2C1=C(N=CN2)C=CC(=N1)C1C[C@H]2CC[C@@H](C1)N2C(=O)OC(C)(C)C)F